FC(OC1=NN(C(=C1)NC(N)=O)C)F N'-(3-(difluoromethoxy)-1-methyl-1H-pyrazol-5-yl)urea